CC(CC(C)(OOC(C)(C)CC)C)O 1,3-dimethyl-3-(tert-amylperoxy)butanol